NC=1[Se]C(=CN1)C(=O)NC1=CC=C(C=C1)Br 2-amino-N-(4-bromophenyl)-1,3-selenazol-5-carboxamide